FC=1C(=NC=C(C1)F)OCC1=NC=CC(=N1)O[C@@H]1C[C@@H](N(CC1)CC=1N(C2=C(N1)C(=CC(=C2)C(=O)OC)F)C[C@H]2OCC2)C methyl 2-[[(2S,4S)-4-[2-[(3,5-difluoro-2-pyridyl)oxymethyl]pyrimidin-4-yl]oxy-2-methyl-1-piperidyl]methyl]-7-fluoro-3-[[(2S)-oxetan-2-yl]methyl]benzimidazole-5-carboxylate